BrC=1C(=C(C=CC1)NC=1N=CC=C2C=C(C=NC12)CN1C[C@](CC1)(O)C)C (S)-1-((8-((3-bromo-2-methylphenyl)amino)-1,7-naphthyridin-3-yl)methyl)-3-methylpyrrolidin-3-ol